C12COCC2C1NC1=NC(=NC(=N1)NC=1C=NC=C(C1)C(F)(F)F)C1=NC(=CC=C1)C(F)(F)F N-(3-Oxa-bicyclo[3.1.0]hex-6-yl)-N'-(5-trifluoromethyl-pyridin-3-yl)-6-(6-trifluoromethyl-pyridin-2-yl)-[1,3,5]triazine-2,4-diamine